3-(pyridin-4-yl)bicyclo[1.1.1]pentane-1-carboxylic acid 1,3-dioxoisoindolin-2-yl ester O=C1N(C(C2=CC=CC=C12)=O)OC(=O)C12CC(C1)(C2)C2=CC=NC=C2